5-(2-oxa-5-azabicyclo[2.2.1]heptan-5-yl)pyrazolo[1,5-a]pyrimidine-3-carboxamide C12OCC(N(C1)C1=NC=3N(C=C1)N=CC3C(=O)N)C2